B([O-])(O)O.C(C(=O)O)(=O)O.C(C(=O)O)(=O)O.[Li+].ClC=1C=C(C=CC1F)[C@@H]1N(OCC1)C1=CC(=NC=N1)NC=1C(=CC(=C(C1)NC(C=C)=O)N1CCC(CC1)N1C[C@H](OCC1)C)OC N-(5-((6-((R)-3-(3-chloro-4-fluorophenyl)isoxazolidine-2-yl)pyrimidine-4-yl)amino)-4-methoxy-2-(4-((R)-2-methylmorpholino)piperidine-1-yl)phenyl)acrylamide lithium bisoxalate borate